P(OC1=CC=C(C=C1C(C)(C)C)C(C)(C)C)(OC1=CC=C(C=C1C(C)(C)C)C(C)(C)C)F bis(4,6-di-tert-butylphenyl) fluorophosphite